Sodium (1Z,3Z)-1,3-bis((4-methylpyridin-2-yl)imino)isoindolin-2-ide CC1=CC(=NC=C1)\N=C\1/[N-]\C(\C2=CC=CC=C12)=N/C1=NC=CC(=C1)C.[Na+]